OCC1OCCO1 2-hydroxymethyl-1,3-dioxolane